3-[6-amino-1-[[4-amino-3-(trifluoromethyl)phenyl]methyl]pyrazolo[3,4-d]pyrimidine-4-yl]benzonitrile NC1=NC(=C2C(=N1)N(N=C2)CC2=CC(=C(C=C2)N)C(F)(F)F)C=2C=C(C#N)C=CC2